C1(CCCCC=CCCCC(C)O1)=O 6-dodecene-11-lactone